4-iodotetrahydro-2H-thiopyran 1,1-dioxide IC1CCS(CC1)(=O)=O